CC/C=C\C/C=C\C/C=C\C/C=C\C/C=C\CCCC(=O)OC[C@H](COP(=O)([O-])OCC[N+](C)(C)C)OC(=O)CC/C=C\C/C=C\C/C=C\C/C=C\C/C=C\C/C=C\CC 1-(5Z,8Z,11Z,14Z,17Z-eicosapentaenoyl)-2-(4Z,7Z,10Z,13Z,16Z,19Z-docosahexaenoyl)-sn-glycero-3-phosphocholine